2,2'-(spiro[fluorene-9,9'-xanthene]-2,7-diylbis(oxy))diethanol C1=CC=CC=2OC3=CC=CC=C3C3(C12)C1=CC(=CC=C1C=1C=CC(=CC13)OCCO)OCCO